N-((3r,6s)-6-(5-(3-cis-(trifluoromethoxy)cyclobutyl)-1,3,4-oxadiazol-2-yl)tetrahydro-2H-pyran-3-yl)-6-(trifluoromethyl)quinoline-2-carboxamide FC(OC1(CCC1)C1=NN=C(O1)[C@@H]1CC[C@H](CO1)NC(=O)C1=NC2=CC=C(C=C2C=C1)C(F)(F)F)(F)F